tert-butyl (2-(2-((4-((1-(tert-butyl)-5-((1S,3R)-3-(((4-nitrophenoxy)carbonyl)oxy)cyclopentyl)-1H-pyrazol-3-yl)amino)-3-fluorophenyl)sulfonamido)ethoxy)ethyl)carbamate C(C)(C)(C)N1N=C(C=C1[C@@H]1C[C@@H](CC1)OC(=O)OC1=CC=C(C=C1)[N+](=O)[O-])NC1=C(C=C(C=C1)S(=O)(=O)NCCOCCNC(OC(C)(C)C)=O)F